Cl.NCCC(=O)N1CCC(CC1)SCC1=NC2=C(C=CC=C2C(N1)=O)C 2-(((1-(3-Aminopropanoyl)piperidin-4-yl)thio)methyl)-8-methylquinazolin-4(3H)-one hydrochloride